1,3,5-Trivinylbenzene C(=C)C1=CC(=CC(=C1)C=C)C=C